C(C1=CC=CC=C1)OC1=CC=CC(=N1)C1=CCC(CC1)CC1=NC2=C(N1CCOC)C=C(C=C2C2=NN(C=C2)C)C(=O)OC Methyl 2-((4-(6-(benzyloxy)pyridin-2-yl)cyclohex-3-en-1-yl)methyl)-1-(2-methoxyethyl)-4-(1-methyl-1H-pyrazol-3-yl)-1H-benzo[d]imidazole-6-carboxylate